2,3-diphenylcyclopropyl-di-tert-butylphosphine C1(=CC=CC=C1)C1C(C1C1=CC=CC=C1)P(C(C)(C)C)C(C)(C)C